FC=1C=C(C=C(C1)F)C=1C=CC=C2C(=C(N3C(C12)=NC=N3)C(=O)NCC(=O)O)O (10-(3,5-difluorophenyl)-6-hydroxy-[1,2,4]triazolo[5,1-a]isoquinoline-5-carbonyl)glycine